2,4-diisopropylphenol C(C)(C)C1=C(C=CC(=C1)C(C)C)O